NOP(O)(=O)COC[C@H]1O[C@H]([C@@H]([C@@H]1O)O)N1N=CC=2C1=NC(=CC2N[C@@H](C)C2=C(C=CC=C2)F)Cl (Aminooxy)((((2R,3S,4R,5R)-5-(6-chloro-4-(((S)-1-(2-fluorophenyl)ethyl)amino)-1H-Pyrazolo[3,4-b]pyridin-1-yl)-3,4-dihydroxytetrahydrofuran-2-yl)methoxy)methyl)phosphinic acid